C(CCCCCCC)C1=CC=C(CCP(O)(=O)CCC2=CC=C(C=C2)CCCCCCCC)C=C1 di(4-octyl-phenethyl)phosphinic acid